2-((4-(trifluoromethyl)phenyl)amino)nicotinhydrazide FC(C1=CC=C(C=C1)NC1=C(C(=O)NN)C=CC=N1)(F)F